C1(CC1)C=1NC(=NN1)C1CC2(CN(C2)C(=O)N2CC3(C2)CC(C3)NC3(CC3)C(F)(F)F)C1 [6-(5-cyclopropyl-4H-1,2,4-triazol-3-yl)-2-azaspiro[3.3]heptan-2-yl]-[6-[[1-(trifluoromethyl)cyclopropyl]amino]-2-azaspiro[3.3]heptan-2-yl]methanone